(S)-5-((1-(3-(7-(5-cyclopropylpyrimidin-2-yl)-4,7-diazaspiro[2.5]octan-4-yl)-3-Oxopropoxy)propan-2-yl)amino)-4-(trifluoromethyl)pyridazin-3(2H)-one C1(CC1)C=1C=NC(=NC1)N1CCN(C2(CC2)C1)C(CCOC[C@H](C)NC1=C(C(NN=C1)=O)C(F)(F)F)=O